COC1=C(C=CC=C1)C1(CC=C(C=C1)NC(C)=O)[Si](C)(C)C 4-(methoxyphenyl)-N-(4-(trimethylsilyl)phenyl)acetamide